5-(1H-imidazol-1-yl)-N-((1s,4s)-4-((3,3,3-trifluoropropyl)amino)cyclohexyl)-1H-pyrazolo[3,4-c]pyridine-7-carboxamide N1(C=NC=C1)C=1C=C2C(=C(N1)C(=O)NC1CCC(CC1)NCCC(F)(F)F)NN=C2